BrC=1C=C(C(N(C1)C)=O)NC1=NC(=NC(=C1)C)C 5-Bromo-3-(2,6-dimethylpyrimidin-4-ylamino)-1-methylpyridin-2(1H)-one